NC=1N(C=CN1)CCC[C@@H](CC(N[C@@H](C(C)(C)C)C(NC)=O)=O)NC(OC(C)(C)C)=O tert-butyl N-[(2S)-5-(2-amino-1H-imidazol-1-yl)-1-{[(1S)-2,2-dimethyl-1-(methylcarbamoyl)propyl]carbamoyl} pentan-2-yl]carbamate